C1(=CC=C(C=C1)N(C1=CC=C(C=C1)N(C=1C=C(C=CC1)C)C=1C=C(C=CC1)C)C1=CC=CC=C1)C1=CC=C(C=C1)N(C1=CC=C(C=C1)N(C=1C=C(C=CC1)C)C=1C=C(C=CC1)C)C1=CC=CC=C1 N1,N1'-([1,1'-biphenyl]-4,4'-diyl)bis(N-phenyl-N4,N4-di-m-tolylbenzene-1,4-diamine)